(S)-1-(4-((1-(5-(3,5-difluorophenyl)-4,5-dihydro-1H-pyrazole-1-carbonyl)azetidin-3-yl)oxy)-5-fluoropyridin-2-yl)-5-methyl-1H-pyrrole-2-carboxamide FC=1C=C(C=C(C1)F)[C@@H]1CC=NN1C(=O)N1CC(C1)OC1=CC(=NC=C1F)N1C(=CC=C1C)C(=O)N